NC=1N=NNC1C(=O)N 4-Amino-1H-1,2,3-triazole-5-carboxamide